p-Anisidin COC1=CC=C(C=C1)N